N-(2,2-Difluorocyclohexyl)-6-(6-(4-methoxypyridin-3-yl)-4-methyl-1H-pyrazolo[4,3-c]pyridin-1-yl)-4-((2R,3S)-2-methyl-3-((methylsulfonyl)methyl)azetidin-1-yl)pyridin-2-amine FC1(C(CCCC1)NC1=NC(=CC(=C1)N1[C@@H]([C@H](C1)CS(=O)(=O)C)C)N1N=CC=2C(=NC(=CC21)C=2C=NC=CC2OC)C)F